3-Methylene-1,5,7,11-tetraoxaspiro[5.6]dodecane C=C1COC2(OC1)OCCCOC2